2-[2-[(1S,4aS,8aS)-5-(3-hydroxy-3-methyl-but-1-ynyl)-1-methyl-3,4,4a,5,6,7,8,8a-octahydro-1H-isoquinolin-2-yl]-2-oxo-ethyl]-3-chloro-4-methoxy-benzonitrile OC(C#CC1[C@@H]2CCN([C@H]([C@H]2CCC1)C)C(CC1=C(C#N)C=CC(=C1Cl)OC)=O)(C)C